1-(4-((6-Ethylnaphthalen-2-yl)methoxy)benzyl)-1H-imidazole C(C)C=1C=C2C=CC(=CC2=CC1)COC1=CC=C(CN2C=NC=C2)C=C1